(2S)-4,4,4-Trifluoro-2-(4-fluorophenyl)-N-{4-[7-(pyridin-2-yl)-5H-pyrrolo[2,3-b]pyrazin-6-yl]pyridin-2-yl}butanamid FC(C[C@H](C(=O)NC1=NC=CC(=C1)C1=C(C=2C(=NC=CN2)N1)C1=NC=CC=C1)C1=CC=C(C=C1)F)(F)F